butyl (5-isobutyl-3-(4-((2-methyl-1H-imidazol-1-yl)methyl)phenyl)thiophen-2-yl)sulfonyl-carbamate C(C(C)C)C1=CC(=C(S1)S(=O)(=O)NC(OCCCC)=O)C1=CC=C(C=C1)CN1C(=NC=C1)C